FCCC=1C(=NC(=NC1OC)N)OC 5-(2-fluoroethyl)-4,6-dimethoxy-pyrimidin-2-amine